CN1CCCC2=CC=CC(=C12)N1N=CC(=C1C(F)(F)F)C(=O)Cl 1-(1-methyl-1,2,3,4-tetrahydroquinolin-8-yl)-5-(trifluoromethyl)-1H-pyrazole-4-carbonyl chloride